CC=1SC2=C(N1)C=C(C(=C2)NC2=NC=C1N(C(N(C1=N2)C2CC1(C2)CCC1)=O)C)C 2-((2,5-dimethylbenzo[d]thiazol-6-yl)amino)-7-methyl-9-(spiro[3.3]heptan-2-yl)-7,9-dihydro-8H-purin-8-one